3-hydrazinocyclobutane-1-carboxylic acid ethyl ester C(C)OC(=O)C1CC(C1)NN